C(#N)CC(=O)ON(C=1C=C(C(=O)N)C=CC1)C(=O)C=1C=NC(=CC1)F 3-(((cyanoacetyl)oxy)(6-fluoropyridine-3-carbonyl)amino)benzamide